cis-methyl 2-[4-(tert-butoxycarbonylamino) phenyl]-1-(2-fluoro-6-methyl-benzoyl)-2,3,4,4a,5,6,7,7a-octahydro-cyclopenta[b]pyridine-3-carboxylate C(C)(C)(C)OC(=O)NC1=CC=C(C=C1)C1C(CC2C(N1C(C1=C(C=CC=C1C)F)=O)CCC2)C(=O)OC